FC(COC=1C(=NC(=NC1OC)NS(=O)(=O)C1=CN(C=C1)S(=O)(=O)C1=CC=C(C=C1)C)OC)F N-[5-(2,2-difluoroethoxy)-4,6-dimethoxy-pyrimidin-2-yl]-1-(p-tolylsulfonyl)pyrrole-3-sulfonamide